6-dimethylallyl-tryptophan CC(=CCC=1C=C2NC=C(C[C@H](N)C(=O)O)C2=CC1)C